2-(2,4-Difluoro-phenyl)-N-[(3S)-9-fluoro-2-oxo-5-phenyl-1,3-dihydro-1,4-benzodiazepin-3-yl]-6-methyl-imidazo[1,2-b]-pyridazine-3-carboxamide FC1=C(C=CC(=C1)F)C=1N=C2N(N=C(C=C2)C)C1C(=O)N[C@@H]1C(NC2=C(C(=N1)C1=CC=CC=C1)C=CC=C2F)=O